Cl.NC1CC2CCC(C1)N2C2=C(N=C1C(=N2)NC=C1C1=C(C2=CN(N=C2C=C1)C)Cl)CO {3-[endo-3-amino-8-azabicyclo[3.2.1]octan-8-yl]-7-(4-chloro-2-methyl-2H-indazol-5-yl)-5H-pyrrolo[2,3-b]pyrazin-2-yl}methanol, hydrochloride salt